3-(3-Isopropyl-2-(8-methoxy-[1,2,4]triazolo[1,5-a]pyridin-6-yl)-1H-indol-5-yl)-N-methyl-N-(2-(methylsulfonyl)ethyl)cyclobutan-1-amin C(C)(C)C1=C(NC2=CC=C(C=C12)C1CC(C1)N(CCS(=O)(=O)C)C)C=1C=C(C=2N(C1)N=CN2)OC